CCCCCCCCCCCCCCCC/C=C\OC[C@H](COP(=O)(O)OC[C@H](CO)O)OC(=O)CCCCCCCCC/C=C\CCCCCCCCCC 1-(1Z-octadecenyl)-2-(11Z-docosenoyl)-glycero-3-phospho-(1'-sn-glycerol)